4-Azido-5-chloro-pyridine-3-carbaldehyde N(=[N+]=[N-])C1=C(C=NC=C1Cl)C=O